BrC=1C=CC2=C(C(=NO2)N)C1OC 5-bromo-4-methoxybenzo[d]isoxazol-3-amine